COC(C1=C(C=C(C(=C1)F)C1=CC=CC=2CN(COC21)C(C2=C(C=C(C=C2C)Br)Cl)=O)N2C1COCC2CC1)=O 4-[3-(4-Bromo-2-chloro-6-methylbenzoyl)-2,4-dihydro-1,3-benzoxazin-8-yl]-5-fluoro-2-(3-oxa-8-azabicyclo[3.2.1]oct-8-yl)benzoic acid methyl ester